BrC1=C(N=C(S1)C1=C(C=CC=C1)F)C(=O)OC methyl 5-bromo-2-(2-fluorophenyl)-1,3-thiazole-4-carboxylate